NC=1C2=C(N=CN1)N(C(=C2C2=CC=C(C=C2)CN2CC(CC2)(C)C)C2CN(CC2)C(C=C)=O)C 1-[3-(4-amino-5-{4-[(3,3-dimethyl-pyrrolidin-1-yl)methyl]phenyl}-7-methyl-7H-pyrrolo[2,3-d]pyrimidin-6-yl)pyrrolidin-1-yl]prop-2-en-1-one